ClC1=NC=C(C(=N1)NCCC1=CC(=CC=C1)F)C(=O)N 2-chloro-4-[(3-fluorophenyl-ethyl)amino]pyrimidin-5-carboxamide